C(C=CC=CC=CCCCCCCCCCCCCC)(=O)O 8E,11Z,14Z-eicosatrienoic acid